NCC1(CCCCC1)CN bis-(aminomethyl)-cyclohexane